CN1C(N(C2=C1C=CC(=C2)N2C(=NC1=C2C=CC(=C1)C(=O)NC)C1=CC(=NC2=CC=CC=C12)C=1N(C=NC1)C)C)=O 1-(1,3-dimethyl-2-oxo-benzoimidazol-5-yl)-N-methyl-2-[2-(3-methylimidazol-4-yl)-4-quinolinyl]benzoimidazole-5-carboxamide